C(C(C)(C)C)(=O)OCCCCCCC(C)C isononyl pivalate